C1(=CC=CC=C1)CN1C(SC=C1)=NC(=O)C1=CNC2=NC=CC=C21 N-[3-(phenylmethyl)-2(3H)-thiazolylidene]-1H-pyrrolo[2,3-b]pyridine-3-carboxamide